5-methyl-imidazol CC1=CN=CN1